1-(5-bromo-3-pyridyl)-N,N-dimethyl-pyrrolidin-3-amine BrC=1C=C(C=NC1)N1CC(CC1)N(C)C